6-((S)-2-methylmorpholino)-[1,2,4]triazolo[1,5-a]pyridin C[C@@H]1OCCN(C1)C=1C=CC=2N(C1)N=CN2